CC=1C=C2C(C[C@H](OC2=CC1)CCC1=NC=CC=C1)=O (R)-6-methyl-2-(2-(pyridin-2-yl)ethyl)chroman-4-one